C(C1=CC=CC=C1)OC1=NC(=CC=C1F)Br 2-benzyloxy-6-bromo-3-fluoro-pyridine